[Si](C1=CC=CC=C1)(C1=CC=CC=C1)(C(C)(C)C)OC[C@@H]1O[C@H]([C@@H]([C@H]1NC1=NC(=NC(=C1[N+](=O)[O-])Cl)SCCC)F)C(OC)OC N-((2R,3S,4R,5S)-2-(((tert-butyldiphenylsilyl)oxy)methyl)-5-(dimethoxymethyl)-4-fluorotetrahydrofuran-3-yl)-6-chloro-5-nitro-2-(propylsulfanyl)pyrimidin-4-amine